butyl N-[1-(6-{3-chloro-5-cyano-2-fluoro-6-[(2-methoxyethoxy)methoxy]phenyl}-3-(3,5-difluorophenyl)quinolin-4-yl)piperidin-4-yl]carbamate ClC=1C(=C(C(=C(C1)C#N)OCOCCOC)C=1C=C2C(=C(C=NC2=CC1)C1=CC(=CC(=C1)F)F)N1CCC(CC1)NC(OCCCC)=O)F